methyl 2,2-dimethyl-3-morpholino-7-nitro-2H-benzo[b][1,4]oxazine-6-carboxylate CC1(C(=NC2=C(O1)C=C(C(=C2)C(=O)OC)[N+](=O)[O-])N2CCOCC2)C